octadecyl-N',N,N-tris(2-hydroxyethyl)-1,3-propanediamine C(CCCCCCCCCCCCCCCCC)C(CCNCCO)N(CCO)CCO